BrC1=C(C=2C(=NC=C3C2C2(CN(CC2)C(=O)OC(C)(C)C)C(N3OC)=O)N1S(=O)(=O)C1=CC=CC=C1)C=1C=C3C=NN(C3=CC1)C tert-butyl 2-bromo-6-methoxy-1-(1-methyl-1H-indazol-5-yl)-7-oxo-3-(phenylsulfonyl)-6,7-dihydro-3H-spiro[dipyrrolo[2,3-b:3',2'-d]pyridine-8,3'-pyrrolidine]-1'-carboxylate